C(CCCCCCCCCCCCCCC)(=O)OC\C=C(\CCC=C(C)C)/C (2E)-3,7-dimethyl-2,6-octadienyl palmitate